N-(3-Amino-3-oxoprop-1-en-2-yl)-1-methyl-4-(4-(trifluoromethoxy)phenyl)-1H-benzo[d]imidazole-6-carboxamide NC(C(=C)NC(=O)C=1C=C(C2=C(N(C=N2)C)C1)C1=CC=C(C=C1)OC(F)(F)F)=O